FC1(CC1)C=1C=C2C=C(N(C2=CC1OCC1=NOC=C1)S(=O)(=O)C1=CC=CC=C1)CNC(=O)C1(CC1)C N-((5-(1-fluorocyclopropyl)-6-(isoxazol-3-ylmethoxy)-1-(phenylsulfonyl)-1H-indol-2-yl)methyl)-1-methylcyclopropane-1-carboxamide